5'-O-(4,4'-dimethoxytrityl)-2-N-isobutyryl-6-O-diphenylcarbamoyl-guanosine COC1=CC=C(C(C2=CC=C(C=C2)OC)(C2=CC=CC=C2)OC[C@@H]2[C@H]([C@H]([C@@H](O2)N2C=NC=3C(OC(N(C4=CC=CC=C4)C4=CC=CC=C4)=O)=NC(NC(C(C)C)=O)=NC23)O)O)C=C1